[N+](=O)([O-])C=1C=C(C(=O)NN)C=CC1N1CCCCC1 3-nitro-4-(piperidin-1-yl)benzoyl-hydrazine